N-[(1S)-5-[2-(2-aminopyridin-3-yl)-7-(4-methylpiperazin-1-yl)-5-(pyrazol-1-yl)imidazo[4,5-b]pyridin-3-yl]-2,3-dihydro-1H-inden-1-yl]-3-formyl-4-hydroxybenzamide NC1=NC=CC=C1C1=NC=2C(=NC(=CC2N2CCN(CC2)C)N2N=CC=C2)N1C=1C=C2CC[C@@H](C2=CC1)NC(C1=CC(=C(C=C1)O)C=O)=O